(6,7-dibromo-2,3-dihydro-1,4-benzodioxin-2-yl)-4,5-dihydro-1H-imidazole BrC1=CC2=C(OC(CO2)N2C=NCC2)C=C1Br